(3,4-difluoro-2-((2-fluorophenyl)amino)phenyl)(4-methylpiperazin-1-yl)methanone mono-fumarate C(\C=C\C(=O)O)(=O)O.FC=1C(=C(C=CC1F)C(=O)N1CCN(CC1)C)NC1=C(C=CC=C1)F